[Ba].[B].[Fe] iron-boron-barium